CC1=CC=C(C(=O)NC2=NC=CC(=C2)C(F)(F)F)C=C1 4-methyl-N-(4-(trifluoromethyl)pyridin-2-yl)benzamide